C[C@H]1CC[C@@H](NC1)C1=CC(=CC=C1)OC[C@@H]1CN(CC1)C (2R,5S)-5-methyl-2-[3-[[(3S)-1-methylpyrrolidin-3-yl]methoxy]phenyl]piperidine